CC=1C=C(C(=NC1)C1=CC=C2C=CC=NC2=C1)C=1C=NN(C1)CCC(C)C 7-{5-methyl-3-[1-(3-methylbutyl)-1H-pyrazol-4-yl]pyridin-2-yl}quinoline